C(C)(C)(C)C1=C(C=CC(=C1)C(C)(C)C)C1=CC=CC(=C1)Cl 2',4'-di-tert-butyl-5-chloro-[1,1'-biphenyl]